2-acetyl-6-(1-((2,4,6-trimethylphenyl)imino)ethyl)pyridine C(C)(=O)C1=NC(=CC=C1)C(C)=NC1=C(C=C(C=C1C)C)C